6-(1H-pyrazol-3-yl)quinoline N1N=C(C=C1)C=1C=C2C=CC=NC2=CC1